N-{[3-(4-{[(3S,4S)-3-fluorooxan-4-yl]amino}-1-(2,2,2-trifluoroethyl)-1H-indol-2-yl)-1,2,4-oxadiazol-5-yl]methyl}-1-[1-(methoxymethyl)cyclopropyl]-1H-pyrrole-3-carboxamide F[C@@H]1COCC[C@@H]1NC1=C2C=C(N(C2=CC=C1)CC(F)(F)F)C1=NOC(=N1)CNC(=O)C1=CN(C=C1)C1(CC1)COC